rac-N-(6-methoxy-2-methylpyridin-3-yl)-2-(((3r,4r)-3-methyltetrahydro-2H-pyran-4-yl)amino)-4-(trifluoromethyl)benzamide COC1=CC=C(C(=N1)C)NC(C1=C(C=C(C=C1)C(F)(F)F)N[C@H]1[C@H](COCC1)C)=O |r|